OC(C(=O)O)(CCC)C 2-hydroxy-2-methylpentanoic acid